FC1=C(C=CC=C1)CC(=O)O[C@@H]1CC[C@@H](CC1)C1=CC(=CC=C1)NC(CC1=CC(=C(C=C1)O)OC)=O cis-4-{3-[2-(4-hydroxy-3-methoxyphenyl)acetamido]phenyl}cyclohexyl (2-fluorophenyl)acetate